ClC1=NC=C(C(=C1)N(S(=O)(=O)C)S(=O)(=O)C)I N-(2-chloro-5-iodopyridin-4-yl)-N-(methylsulfonyl)methanesulfonamide